4,4'-bis(N,N-diethylamino)benzophenone C(C)N(CC)C1=CC=C(C(=O)C2=CC=C(C=C2)N(CC)CC)C=C1